COC(C1=CC(=C(C=C1)NC1=C(C(=CC=C1)C(NCCC(C)C)=O)C1CC1)C1CC1)=O 3-cyclopropyl-4-({2-cyclopropyl-3-[(3-methylbutyl)carbamoyl]Phenyl}amino)benzoic acid methyl ester